1-[(tert-Butoxy)carbonyl]-3-(fluoromethyl)piperidine-3-carboxylic acid C(C)(C)(C)OC(=O)N1CC(CCC1)(C(=O)O)CF